N(C1=CC=CC=C1)C1=C(NC2=C1C(N(C1(C2)CCC1)C)=O)C1=CC(=NC=C1)NC(C(=C)C1=CC=C(C=C1)F)=O (2S)-N-[4-(3'-anilino-5'-methyl-4'-oxo-1',4',5',7'-tetrahydrospiro[cyclobutane-1,6'-pyrrolo[3,2-c]pyridin]-2'-yl)pyridin-2-yl]-2-(4-fluorophenyl)propenamide